silver-copper-calcium [Ca].[Cu].[Ag]